N-(4-([1,2,4]triazolo[1,5-a]pyridin-7-yloxy)-3-methylphenyl)-3-fluoro-6-(1,2,3,6-tetrahydropyridin-4-yl)-1,5-naphthyridin-4-amine N=1C=NN2C1C=C(C=C2)OC2=C(C=C(C=C2)NC2=C(C=NC1=CC=C(N=C21)C=2CCNCC2)F)C